(1S,3'R,6'R,9'Z)-6-CHLORO-3,4-DIHYDRO-2H,15'H-SPIRO[NAPHTHALENE-1,22'-[20]OXA[13]THIA[1,14]DIAZATETRACYCLO[14.7.2.03,6.019,24]PENTACOSA[9,16,18,24]TETRAEN]-15'-ONE 13',13'-DIOXIDE ClC=1C=C2CCC[C@]3(COC4=CC=C5C(NS(CC\C=C/CC[C@@H]6CC[C@H]6CN(C3)C4=C5)(=O)=O)=O)C2=CC1